FC(CCCCC(C)(C)OC(=O)N1CCC(CC1)C(F)(F)F)(CC)F (4,4-difluorohexyl tert-Butyl)-4-(trifluoromethyl)piperidine-1-carboxylate